(E)-(1-(2-methoxyvinyl)cyclopropyl)benzene Tert-Butyl-6-bromo-4,4-difluoro-1,3-dihydroisoquinoline-2-carboxylate C(C)(C)(C)OC(=O)N1CC2=CC=C(C=C2C(C1)(F)F)Br.CO/C=C/C1(CC1)C1=CC=CC=C1